ClC1=C(N(C(C2=C(C=CC=C12)S(=O)(=N)C)=O)C1=CC=CC=C1)[C@H](C)NC=1C2=C(N=CN1)NC=CC2=O 4-(((1S)-1-(4-chloro-8-(S-methylsulfonimidoyl)-1-oxo-2-phenyl-1,2-dihydroisoquinolin-3-yl)ethyl)amino)pyrido[2,3-d]pyrimidin-5(8H)-one